{3-[2-tert-butyl-5-(2-chloropyrimidin-4-yl)-1,3-thiazol-4-yl]-2-fluorophenyl}carbamate C(C)(C)(C)C=1SC(=C(N1)C=1C(=C(C=CC1)NC([O-])=O)F)C1=NC(=NC=C1)Cl